3-amino-1-(4-((R)-3-hydroxypyrrolidin-1-yl)phenyl)piperidin-2-one hydrochloride Cl.NC1C(N(CCC1)C1=CC=C(C=C1)N1C[C@@H](CC1)O)=O